COC1=CC=CC2=C1NC(S2)=O 4-Methoxybenzo[d]thiazole-2(3H)-one